7-[bis(methylsulfanyl)methylene]-1,4-dioxaspiro[4.5]decan-8-one CSC(=C1CC2(OCCO2)CCC1=O)SC